C(C=C)S(=O)(=O)[O-].[Na+].[K+].C(C=C)S(=O)(=O)[O-] potassium sodium allylsulfonate